6-chloro-3-((1-(2-chloro-9-methyl-5-morpholinoimidazo[1,2-c]quinazolin-7-yl)ethyl)amino)picolinic acid ClC1=CC=C(C(=N1)C(=O)O)NC(C)C1=CC(=CC=2C=3N(C(=NC12)N1CCOCC1)C=C(N3)Cl)C